dioxygen, hydrochloride Cl.[O].[O]